OC=1C=C(C=CC1)SC1=C(C#N)C=CN=C1 3-[(3-hydroxyphenyl)sulfanyl]isonicotinonitrile